OCCOCCOCCOCC(=O)OC(C)(C)C t-butyl {2-[2-(2-hydroxyethoxy)ethoxy]ethoxy}acetate